(±)-tert-butyl (1S,2S,3S,5R)-2-fluoro-3-hydroxy-9-azabicyclo[3.3.1]nonane-9-carboxylate F[C@H]1[C@@H]2CCC[C@H](C[C@@H]1O)N2C(=O)OC(C)(C)C |r|